COC1=C(C=CC(=C1)OC)CNC=1N=CC2=C(N1)N(C(C(=C2)N2CCN(C1=C(C=CC=C21)C)C(=O)OCC2=CC=CC=C2)=O)C2=CC(=C(C=C2)OCCN(C)C)F benzyl 4-[2-[(2,4-dimethoxyphenyl)methylamino]-8-[4-[2-(dimethylamino)ethoxy]-3-fluoro-phenyl]-7-oxo-pyrido[2,3-d]pyrimidin-6-yl]-8-methyl-2,3-dihydroquinoxaline-1-carboxylate